NC1=NC=CC=C1C1=NC=2C(=NC(=CC2)N2N=CC=C2)N1C=1C=C2CC[C@@H](C2=CC1)NC(C1=C(C=C(C(=C1)C=O)O)F)=O N-[(1S)-5-[2-(2-aminopyridin-3-yl)-5-(pyrazol-1-yl)imidazo[4,5-b]pyridin-3-yl]-2,3-dihydro-1H-inden-1-yl]-2-fluoro-5-formyl-4-hydroxybenzamide